NCCCCCN1CCN(CC1)C=1C=C2CN(C(C2=CC1)=O)C1C(NC(CC1)=O)=O 3-(5-(4-(5-aminopentyl)piperazin-1-yl)-1-oxoisoindolin-2-yl)piperidine-2,6-dione